3-(1H-indol-3-yl)alaninamide N1C=C(C2=CC=CC=C12)C[C@H](N)C(=O)N